O1COCC1[Si](OCC)(OCC)OCC [1,3]Dioxolan-5-yl-triethoxysilane